carbon dioxide oxygen [O].C(=O)=O